N-acrylamidopropyl-N,N,N-trimethylammonium chloride [Cl-].C(C=C)(=O)NCCC[N+](C)(C)C